2-(7-Cyano-5-isopropylbenzo[b]thiophen-2-yl)-4-methylthiazole-5-carboxylic acid C(#N)C1=CC(=CC2=C1SC(=C2)C=2SC(=C(N2)C)C(=O)O)C(C)C